fumaric acid monohexyl ester C(CCCCC)OC(\C=C\C(=O)O)=O